tert-butyl (6-(chlorosulfonyl)benzo[d]thiazol-2-yl)carbamate ClS(=O)(=O)C1=CC2=C(N=C(S2)NC(OC(C)(C)C)=O)C=C1